4,7,8,12,14-pentachloropentadecyl palmitate C(CCCCCCCCCCCCCCC)(=O)OCCCC(CCC(C(CCCC(CC(C)Cl)Cl)Cl)Cl)Cl